5'-(1-(4-amino-1,3-dihydrofuro[3,4-c][1,7]naphthyridine-8-carbonyl)piperidin-2-yl)-7'-fluorospiro[cyclopropane-1,3'-indolin]-2'-one NC1=NC=2C=NC(=CC2C2=C1COC2)C(=O)N2C(CCCC2)C=2C=C1C3(C(NC1=C(C2)F)=O)CC3